S-(6-oxo-6-((4-phenylthiazol-2-yl)amino)hexyl) 2-methylpropane-thioate CC(C(SCCCCCC(NC=1SC=C(N1)C1=CC=CC=C1)=O)=O)C